1-(9Z-octadecenoyl)-2-(9Z-hexadecenoyl)-glycero-3-phospho-(1'-sn-glycerol) CCCCCCCC/C=C\CCCCCCCC(=O)OC[C@H](COP(=O)(O)OC[C@H](CO)O)OC(=O)CCCCCCC/C=C\CCCCCC